OC1=C(C=CC(=C1)C(F)(F)F)C1=C(C=C(N=N1)N1CC[C@H]2[C@@H]1CN(CC2)C(C)=O)C 1-[(3aR,7aR)-1-[6-[2-hydroxy-4-(trifluoromethyl)phenyl]-5-methyl-pyridazin-3-yl]-3,3a,4,5,7,7a-hexahydro-2H-pyrrolo[2,3-c]pyridin-6-yl]ethanone